BrC=1C=C(C2=C(C(=CO2)C(=O)OCC)C1)OCC1CC1 ethyl 5-bromo-7-(cyclopropylmethoxy)benzofuran-3-carboxylate